F[C@H]1CN(CC[C@@H]1NC1=NN2C(C(=N1)OC)=C(C=C2)C=2C=CC1=C(N(N=N1)CCF)C2)C2COC2 N-((3S,4S)-3-Fluoro-1-(oxetan-3-yl)piperidin-4-yl)-5-(1-(2-fluoroethyl)-1H-benzo[d][1,2,3]triazol-6-yl)-4-methoxypyrrolo[2,1-f][1,2,4]triazin-2-amine